NCC1=C(N)C=CC=C1 2-(aminomethyl)aniline